(S)-1-cyclopropyl-2-methoxy-N-((6-morpholinopyridazin-3-yl)methyl)ethane-1-amine C1(CC1)[C@@H](COC)NCC=1N=NC(=CC1)N1CCOCC1